2'-((3-(cyclopropylmethoxy)-1H-pyrazol-4-yl)amino)-7'-((1R,3R)-3-hydroxycyclohexyl)spiro[cyclopropane-1,5'-pyrrolo[2,3-d]pyrimidin]-6'(7'H)-one C1(CC1)COC1=NNC=C1NC=1N=CC2=C(N1)N(C(C21CC1)=O)[C@H]1C[C@@H](CCC1)O